C(C)(=O)C(C(=O)[O-])(CCCCCCCCCC)C(C)=O.C(CCCCCCC)[Sn+2]CCCCCCCC.C(C)(=O)C(C(=O)[O-])(CCCCCCCCCC)C(C)=O dioctyltin bisacetyllaurate